ClC=1C=C(C=C(C1N[C@@H](CSC1=CC=C(C=C1)F)CCN1CC(C1)F)F)S(=O)(=O)NC(=O)[C@@]1(OCCCC1)C (R)-N-((3-CHLORO-5-FLUORO-4-(((R)-4-(3-FLUOROAZETIDIN-1-YL)-1-((4-FLUOROPHENYL)THIO)BUTAN-2-YL)AMINO)PHENYL)SULFONYL)-2-METHYLTETRAHYDRO-2H-PYRAN-2-CARBOXAMIDE